Methylhexan-2-amine CCC(CCCC)N